CN(CCC1=CN(C2=CC=CC=C12)C([C@H](CC1=CC=CC=C1)NC(OC(C)(C)C)=O)=O)C (S)-tert-butyl (1-(3-(2-(dimethylamino)ethyl)-1H-indol-1-yl)-1-oxo-3-phenyl-propan-2-yl)carbamate